CC1=NC=NC(=N1)N 6-methyl-2-amino-S-triazine